7-fluoro-4-(8-fluoro-4-((R)-3-fluoropyrrolidin-1-yl)-2-(((2R,7aS)-2-fluorotetrahydro-1H-pyrrolizin-7a(5H)-yl)methoxy)-6-(trifluoromethyl)quinazolin-7-yl)benzo[d]thiazol-2-amine FC1=CC=C(C=2N=C(SC21)N)C2=C(C=C1C(=NC(=NC1=C2F)OC[C@]21CCCN1C[C@@H](C2)F)N2C[C@@H](CC2)F)C(F)(F)F